tert-butyl rac-(2R,4R)-2-methyl-4-methylsulfonyloxy-pyrrolidine-1-carboxylate C[C@H]1N(C[C@@H](C1)OS(=O)(=O)C)C(=O)OC(C)(C)C |r|